ClC1=CC=2C(OCCC=3C=C(N=CC3C=3C(=CC(=C(NS(C(=C1O)C2)(=O)=O)C3)F)F)F)=O 14-chloro-5,20,22-trifluoro-15-hydroxy-17,17-dioxo-10-oxa-17λ6-thia-4,18-diazatetracyclo[17.3.1.112,16.02,7]tetracosa-1(23),2(7),3,5,12(24),13,15,19,21-nonaen-11-one